(S)-7'-(3,5-difluorophenyl)-1-(thiazolo[5,4-d]pyrimidin-7-yl)dihydro-1'H,3'H,5'H-spiro[piperidine-4,2'-pyrazolo[1,2-a]pyrazol]-1'-one FC=1C=C(C=C(C1)F)[C@@H]1CCN2N1C(C1(C2)CCN(CC1)C=1C2=C(N=CN1)SC=N2)=O